2-amino-4-(2-chlorophenyl)-N-(3-(trifluoromethyl)phenyl)pyrimidine-5-carboxamide NC1=NC=C(C(=N1)C1=C(C=CC=C1)Cl)C(=O)NC1=CC(=CC=C1)C(F)(F)F